2-((2-bromo-4,5-dimethylbenzo[d]thiazol-6-yl)oxy)acetaldehyde BrC=1SC2=C(N1)C(=C(C(=C2)OCC=O)C)C